C(#C)C1=CC=C(C=C1)C1=NC(=NC(=C1)C(F)(F)F)S(=O)(=O)C 4-(4-ethynylphenyl)-2-(methylsulfonyl)-6-(trifluoromethyl)pyrimidine